C(C)(C)(C)OC(NC=1C=C2CCC(C2=CC1)=O)=O (1-Oxo-2,3-dihydro-1H-inden-5-yl)carbamic acid tert-butyl ester